C(C)(C)(C)C1=CC(=C(N1)C1=NC=CC=C1OC(F)(F)F)C(=O)O 5-(tert-butyl)-2-(3-(trifluoromethoxy)pyridin-2-yl)-1H-pyrrole-3-carboxylic acid